C1(=CC=CC=C1)C(=C)NC(C)=O N-(1-phenylethenyl)acetamide